Cl.FC(C)(F)C1=CC2=C([C@@H](CO2)NC)C=C1 (S)-6-(1,1-difluoroethyl)-N-methyl-2,3-dihydrobenzofuran-3-amine hydrochloride